3-(4-fluoro-3-(trifluoromethyl)phenyl)-5-(2-(3-fluoro-3-methylazetidin-1-yl)-2-oxoethyl)-1-(1-methyl-1H-1,2,4-triazol-3-yl)-1H-pyrrolo[3,2-c]pyridin-4(5H)-one FC1=C(C=C(C=C1)C1=CN(C2=C1C(N(C=C2)CC(=O)N2CC(C2)(C)F)=O)C2=NN(C=N2)C)C(F)(F)F